ClC=1C(=C(OC2CCC(CC2)NC(=O)C2=CC=C(N=N2)N2CCC(CC2)C(=O)OCC)C=CC1C#N)C ethyl 1-(6-(((1r,4r)-4-(3-chloro-4-cyano-2-methylphenoxy)cyclohexyl)carbamoyl)-pyridazin-3-yl)piperidine-4-carboxylate